C1(=CC=CC2=CC=CC=C12)S(=O)(=O)OCCCC.[Na] sodium n-butyl naphthalenesulfonate